FC1=C(C(=O)N[C@H](C(=O)OC)CC2=C3C=CC=NC3=C(C=C2)C=2C(N(C=CC2OC)C)=O)C(=CC=C1)F methyl (S)-2-(2,6-difluorobenzamido)-3-(8-(4-methoxy-1-methyl-2-oxo-1,2-dihydropyridin-3-yl)quinolin-5-yl)propanoate